BrC=1C(=CC(=NC1)C=O)OC 5-bromo-4-methoxypyridineformaldehyde